5-bromo-N-(2-oxoethyl)picolinamide BrC=1C=CC(=NC1)C(=O)NCC=O